C1(CC1)N1C(N(CC2=C1C1=C(N=C2)NC(=C1)CN1CCOCC1)C1=C(C(=CC(=C1F)OC)OC)F)=O 1-cyclopropyl-3-(2,6-difluoro-3,5-dimethoxyphenyl)-8-(morpholin-4-ylmethyl)-1,3,4,7-tetrahydro-2H-pyrrolo[3',2':5,6]pyrido[4,3-d]pyrimidin-2-one